boron phosphate P(=O)([O-])([O-])[O-].[B+3]